Cl.N1(C=NC=C1)CCOC1=C(C=C(C(=O)OC(C)C)C=C1)OC isopropyl 4-(2-(1H-imidazol-1-yl)ethoxy)-3-methoxybenzoate hydrochloride